1-chloro-3,3,3-tri-fluoropropene ClC=CC(F)(F)F